(1s,2s)-N-(6-(5-cyano-2-methylphenyl)imidazo[1,2-a]pyridin-2-yl)-2-fluorocyclopropane-1-carboxamide C(#N)C=1C=CC(=C(C1)C=1C=CC=2N(C1)C=C(N2)NC(=O)[C@H]2[C@H](C2)F)C